CN(CCCN(CCOC=1C=C(C=CC1)C(=O)N1CCCC1)C1=NC(=NC2=CC=CC=C12)N1CCCCC1)C (3-(2-((3-(dimethylamino)propyl)(2-(piperidin-1-yl)quinazolin-4-yl)amino)ethoxy)phenyl)(pyrrolidin-1-yl)methanone